[Na].C=C(C)C.C=C(C)C diisobutene sodium salt